ethyl (3R,8aR)-5-(4-nitrophenyl)-3-phenyl-3,7,8,8a-tetrahydro-2H-oxazolo[3,2-a]pyridine-6-carboxylate [N+](=O)([O-])C1=CC=C(C=C1)C1=C(CC[C@@H]2N1[C@@H](CO2)C2=CC=CC=C2)C(=O)OCC